(4aR,7R,8R,8aS)-6-methoxy-2-phenylhexahydropyrano[3,2-d][1,3]dioxine-7,8-diol COC1[C@@H]([C@H]([C@@H]2OC(OC[C@H]2O1)C1=CC=CC=C1)O)O